C(C)(C)C1OC2=C(N(C1=O)C)C=C(C=C2C=2C1=C(C(N(C2)C)=O)NC=C1)OC 2-isopropyl-6-methoxy-4-methyl-8-(6-methyl-7-oxo-6,7-dihydro-1H-pyrrolo[2,3-c]pyridin-4-yl)-2H-1,4-benzoxazin-3(4H)-one